ClC=1C=CC(=C(C1)C1=CC(=CN=N1)NC1=CC(=NC=C1)NC(CCN1CN(CCC1)CC(F)(F)F)=O)F N-(4-{[6-(5-chloro-2-fluorophenyl)pyridazin-4-yl]amino}pyridin-2-yl)-3-[3-(2,2,2-trifluoroethyl)-1,3-diazinan-1-yl]propanamide